[Na+].P([O-])(=O)(OP(=O)([O-])OP(=O)([O-])[O-])OC[C@@H]1[C@H]([C@H]([C@@H](O1)N1C(=O)N=C(N)C=C1)OC(C)=O)O.[Na+].[Na+].[Na+] 2'-O-acetyl-Cytidine Triphosphate sodium salt